N[C@H](C(=O)NC(CC1=CC(=CC(=C1)F)F)(CC1=CC=C(C=C1)F)C)C (2S)-2-amino-N-(1-(3,5-difluorophenyl)-3-(4-fluorophenyl)-2-methylpropan-2-yl)propanamide